C(C)(=O)N1[C@H](CN(CC1)C(=O)OC(C)(C)C)C(=O)OC 1-(tert-Butyl) 3-methyl (R)-4-acetylpiperazine-1,3-dicarboxylate